tert-Butyl 4-oxo-3-[(2,3',5'-trifluoro[biphenyl]-3-yl)methyl]-2-azabicyclo[3.1.1]heptane-2-carboxylate O=C1C(N(C2CC1C2)C(=O)OC(C)(C)C)CC=2C(=C(C=CC2)C2=CC(=CC(=C2)F)F)F